CC=1C(CCC(=CCCC(=CCC1)C)C)=O 2,6,10-trimethyl-2,5,9-cyclododecatrienone